dimethyl-bis(butylperoxy)hexane CC(C(OOCCCC)(OOCCCC)C)CCCC